P1(OC2=C(C(=C(C=C2C)C(C)(C)C)CCC=2C(=C(C(=CC2C(C)(C)C)C)O1)C(C)(C)C)C(C)(C)C)[O-] ethylenebis(2,4-di-t-butyl-6-methylphenyl) phosphite